8-(2,4-dimethylphenyl)-9-(4-((1-(3-fluoropropyl)azetidin-3-yl)methyl)phenyl)-6,7-dihydro-5H-benzo[7]annulene-3-carboxylic acid hydrochloride Cl.CC1=C(C=CC(=C1)C)C=1CCCC2=C(C1C1=CC=C(C=C1)CC1CN(C1)CCCF)C=CC(=C2)C(=O)O